10-propyl-tridec-5,9-diene-1-ol C(CC)C(=CCCC=CCCCCO)CCC